ClC1=C(C(=O)N(CC=2OC=CC2)CC2=C(C=CC(=C2)N(CCC)CC)N(S(=O)(=O)C=2C=CC3=C(C(=C(O3)C(=O)OCC)C)C2)CC)C=CC=C1 ethyl 5-(N-(2-((2-chloro-N-(furan-2-ylmethyl) benzoylamino) methyl)-4-(ethyl (propyl) amino) phenyl)-N-ethylsulfamoyl)-3-methylbenzofuran-2-carboxylate